ClC=1C2=C(N=C(N1)N1[C@@H](COCC1)C)N(CC2)S(=O)(=O)NC (R)-4-chloro-N-methyl-2-(3-methylmorpholinyl)-5H-pyrrolo[2,3-d]pyrimidine-7(6H)-sulfonamide